(S)-Methyl 1-(1-(4-fluorophenyl)ethyl)-3-(methylcarbamoyl)-1H-pyrazole-5-carboxylate FC1=CC=C(C=C1)[C@H](C)N1N=C(C=C1C(=O)OC)C(NC)=O